NC=1C=C(C(=O)NCC2=C(C=CC=C2)C(F)(F)F)C=CN1 2-amino-N-(2-(trifluoromethyl)benzyl)isonicotinamide